C/C(=C/CC=O)/CCCC(C)C (Z)-4,8-dimethyl-non-3-enal